2,7-dibromoxanthone BrC1=CC=2C(C3=CC(=CC=C3OC2C=C1)Br)=O